CC(CCCCCCC(=O)O)(C(CCCCCCC(=O)O)(C(=O)C)C)C(=O)C 8,9-dimethyl-8,9-dimethylcarbonyl-hexadecanedioic acid